7-methyl-2-(tributylstannyl)-6,7-dihydro-5H-cyclopenta[b]pyridin-7-ol CC1(CCC=2C1=NC(=CC2)[Sn](CCCC)(CCCC)CCCC)O